FC1=CC=C(C=C1)C=1C=NN2C1NC(=CC2=O)C(F)(F)F 3-(4-fluorophenyl)-5-(trifluoromethyl)pyrazolo[1,5-a]pyrimidin-7(4H)-one